4,5,6,7-tetrahydropyrazolo[1,5-a]pyrimidin-6-ol N1=CC=C2N1CC(CN2)O